C(C)(C)(C)OC(=O)N1CCC(CC1)C(CN)C.ClC1=CC=C(C=N1)N1C(N(CC1)C=1C(=NC=CC1C1=C(C=CC=C1)F)N1C[C@H](CC1)F)=O (S)-1-(6-chloropyridin-3-yl)-3-(4-(2-fluorophenyl)-2-(3-fluoropyrrolidin-1-yl)pyridin-3-yl)imidazolidin-2-one tert-butyl-4-(1-aminopropan-2-yl)piperidine-1-carboxylate